ClC=1C=CC2=C(N=NN(C2=O)CC(=O)N[C@@H](C)C2=CC=C(C=C2)C)C1 (S)-2-(7-chloro-4-oxo-benzo[d][1,2,3]triazin-3(4H)-yl)-N-(1-p-tolylethyl)acetamide